OCCN(CCNCCN)CCO N,N-bis(hydroxyethyl)diethylenetriamine